1-methyl-3-ethylimidazolebissalicylic acid CN1C(N(C(=C1)C=1C=CC=C(C1C(=O)O)O)CC)C=1C=CC=C(C1C(=O)O)O